1-(4-methyl-sulfanyl-phenyl)butane-1,2-dione-2-oxime CC1=CC(=C(C=C1)C(C(CC)=NO)=O)S